N(=[N+]=[N-])CC=1OC2=C(C1)C=CC(=C2CN2CCC(CC2)[C@@H]2OC1=CC(=CC=C1CC2)[C@@H]([C@@H](C(=O)O)C)C2CC2)OC (2S,3R)-3-((R)-2-(1-((2-(azidomethyl)-6-methoxybenzofuran-7-yl)methyl)-piperidin-4-yl)chroman-7-yl)-3-cyclopropyl-2-methylpropanoic acid